BrC=1C2=CN(N=C2C(=CC1)C(=O)O)C1CC1 4-bromo-2-cyclopropylindazole-7-carboxylic acid